C(CCCCCCCCCCCCCCC)(=O)[O-].[Mn+2].COC(=C(OC)OC)[SiH3].C(CCCCCCCCCCCCCCC)(=O)[O-] trimethoxyvinylsilane manganese (hexadecanoate)